ClP(C1=CC=C(C=C1)C(F)(F)F)C1=CC=C(C=C1)C(F)(F)F chlorodi[4-(trifluoromethyl)phenyl]phosphine